C(C)OC(CCCCCN1C[C@@H]([C@@H](CC1)N(CC1=CC=CC=C1)CC1=CC=CC=C1)OC)=O 6-((3S,4R)-4-(dibenzylamino)-3-methoxypiperidin-1-yl)hexanoic acid ethyl ester